6-nitro-3-phenyl-2-(pyrrolidin-2-yl)quinazolin-4(3H)-one [N+](=O)([O-])C=1C=C2C(N(C(=NC2=CC1)C1NCCC1)C1=CC=CC=C1)=O